8-bromo-6-fluoro-4-iodo-isoquinolin-5-ol BrC1=CC(=C(C=2C(=CN=CC12)I)O)F